OCC1=CC=C(C=N1)S(=O)(=N)C1=CC=C(C(=O)OC)C=C1 methyl 4-[[6-(hydroxymethyl)-3-pyridyl]sulfonimidoyl]benzoate